CC=1N=NN(N1)C=1C=CC(=C(C1)O)C1=CN=C(N=N1)OC1(CCNCC1)C 5-(5-methyl-2H-tetrazol-2-yl)-2-(3-((4-methylpiperidin-4-yl)oxy)-1,2,4-triazin-6-yl)phenol